C(C)(C)(C)OC(NCCCNC1=NC=C(C=N1)Br)=O (3-((5-bromopyrimidin-2-yl)amino)propyl)carbamic acid tert-butyl ester